Ethyl (2R)-3-[2-[(2-chloropyrimidin-4-yl)methoxy]phenyl]-2-hydroxy-propanoate ClC1=NC=CC(=N1)COC1=C(C=CC=C1)C[C@H](C(=O)OCC)O